N1=CC(=CC=C1)COC1=C(C#N)C=CC=C1 2-(pyridin-3-ylmethoxy)benzonitrile